C1(=CC=CC=C1)S(=O)(=O)O.N1CC(CCC1)=O 3-piperidinone benzenesulfonate